tert-butyl (7-bromo-2-thioxo-2,3,4,5-tetrahydro-1H-1-benzazepin-4-yl)carbamate BrC=1C=CC2=C(CC(CC(N2)=S)NC(OC(C)(C)C)=O)C1